N1=C(C=CC=C1)C1(NC2=NC=3N(C(N2C1=O)C1=NC=CC=C1)C1=C(N3)C=CC=C1)C1=NC=CC=C1 2,2,5-tris(pyridin-2-yl)-1,2-dihydrobenzo[4,5]imidazo[1,2-a]imidazo[2,1-d][1,3,5]triazin-3(5H)-one